3-bromo-4-chloro-7H-pyrrolo[2,3-b]pyridine BrC1=CN=C2NC=CC(=C21)Cl